C(C)(C)(C)C=1N=CN(C1)C1=C(C(=O)OC)C=C(C=C1)NC(=O)C1(CC1)C1=C(C=C(C=C1)C(F)(F)F)F Methyl 2-(4-tert-butyl-1H-imidazol-1-yl)-5-[({1-[2-fluoro-4-(trifluoromethyl) phenyl]cyclopropyl}carbonyl) amino]benzoate